6-(Difluoromethyl)-3-[4-[(3R)-3-(sulfamoylamino)-1-piperidyl]pyrimidin-2-yl]imidazo[1,2-a]pyrazine FC(C=1N=CC=2N(C1)C(=CN2)C2=NC=CC(=N2)N2C[C@@H](CCC2)NS(N)(=O)=O)F